3-Amino-N-ethyl-N-{2-[4-(6-fluoro-1,2-benzisoxazol-3-yl)piperidin-1-yl]ethyl}-2-hydroxy-propionamide NCC(C(=O)N(CCN1CCC(CC1)C1=NOC2=C1C=CC(=C2)F)CC)O